C(C)(=O)C=1C=C(C=CC1)N(S(=O)(=O)C)CC(=O)NC1=C(C=CC=C1)SC1=CC=CC=C1 2-(N-(3-acetylphenyl)methylsulfonamido)-N-(2-(phenylthio)phenyl)acetamide